NC1=C(C(=O)O)C=CC=C1C1=C(C1)C1=CC=CC=C1 2-amino-3-(2-phenylcyclopropenyl)benzoic acid